5-[4,6-bis(2,2-dimethylmorpholin-4-yl)-1,3,5-triazin-2-yl]-4-(difluoromethyl)-pyridin-2-amine CC1(CN(CCO1)C1=NC(=NC(=N1)N1CC(OCC1)(C)C)C=1C(=CC(=NC1)N)C(F)F)C